ethyltris(trimethylsiloxy)silane C(C)[Si](O[Si](C)(C)C)(O[Si](C)(C)C)O[Si](C)(C)C